[Cl-].C(C)OC1=NC(=NC(=N1)OCC)[N+]1(CCOCC1)CC(C)C 4-(4,6-diethoxy-1,3,5-triazin-2-yl)-4-isobutylmorpholinium chloride